N-(5-(2,3-Dihydrobenzo[b][1,4]dioxine-6-carboxamido)-2-methylpyridin-3-yl)thieno[2,3-b]pyrazine-6-carboxamide O1C2=C(OCC1)C=C(C=C2)C(=O)NC=2C=C(C(=NC2)C)NC(=O)C2=CC=1C(=NC=CN1)S2